N-[(2,4-dichlorophenyl)methyl]-1-(4-fluorophenyl)-5-oxopyrrolidine-3-carboxamide ClC1=C(C=CC(=C1)Cl)CNC(=O)C1CN(C(C1)=O)C1=CC=C(C=C1)F